CC(C(=O)OC=1C(=NN(C(C1C1=C(C(=CC=C1F)Cl)\C=C\C1=CC=C(C=C1)N1N=CN=C1)=O)C)C)C [5-[3-chloro-6-fluoro-2-[(E)-2-[4-(1,2,4-triazol-1-yl)phenyl]vinyl]phenyl]-1,3-dimethyl-6-oxo-pyridazin-4-yl] 2-methylpropanoate